cholanone C(CC[C@@H](C)[C@H]1CC[C@H]2[C@@H]3CCC4CCCC[C@]4(C)[C@H]3CC[C@]12C)=O